3-(2-carboxyethyl-disulfanyl)propionic acid C(=O)(O)CCSSCCC(=O)O